C(C)OC(CCC(=O)C=1SC2=C(C1)C=C(C(=C2)OC)O)=O.BrC2=CC=C(C=C2)N2N=C(C(=C2)[C@H]2O[C@@H](C(N2CCC=2C=CC1=CC(N=C1C2)=O)=O)C)C2=CC=C(C=C2)F (2r,5r)-2-(1-(4-bromophenyl)-3-(4-fluorophenyl)-1H-pyrazol-4-yl)-5-methyl-3-(2-(2-oxoindol-6-yl)ethyl)oxazolidin-4-one ethyl-4-(5-hydroxy-6-methoxy-benzothiophen-2-yl)-4-oxo-butanoate